4-{[4-({4-[(4-amino-2,5-dimethylphenyl)diazenyl]-2-methylphenyl}diazenyl)-2-methylphenyl]diazenyl}benzene-1,3-disulfonic acid NC1=CC(=C(C=C1C)N=NC1=CC(=C(C=C1)N=NC1=CC(=C(C=C1)N=NC1=C(C=C(C=C1)S(=O)(=O)O)S(=O)(=O)O)C)C)C